C(C)N(C(C1=C(C=CC(=C1)F)C1=C2C(=NC(=C1)[C@H]1CN(CC1)CC1CCC(CC1)NS(=O)(=O)CC)N(N=C2)C)=O)C(C)C N-ethyl-5-fluoro-2-{1-methyl-6-[(3R)-1-{[(1r,4r)-4-ethanesulfonamidocyclohexyl]methyl}pyrrolidin-3-yl]-1H-pyrazolo[3,4-b]pyridin-4-yl}-N-(isopropyl)benzamide